N[C@H]1C2N(CC1CC2)C(=O)C=2C=C(C=1N(C2)N=C(C1C)C=1N(C2=CC(=CC=C2C1)C1=CC=C(C=C1)OC(F)F)CC1CC1)OC ((7R)-7-Amino-2-azabicyclo[2.2.1]heptan-2-yl)(2-(1-(cyclopropylmethyl)-6-(4-(difluoromethoxy)phenyl)-1H-indol-2-yl)-4-methoxy-3-methylpyrazolo[1,5-a]pyridin-6-yl)methanone